2-ethyl-1-methyl-1H-imidazol C(C)C=1N(C=CN1)C